trans-4-(4-amino-3-(4-phenoxyphenyl)-1H-pyrazolo[3,4-d]pyrimidin-1-yl)-3-fluoro[1,4'-bipiperidine]-1'-carboxylic acid tert-butyl ester C(C)(C)(C)OC(=O)N1CCC(CC1)N1CC(C(CC1)N1N=C(C=2C1=NC=NC2N)C2=CC=C(C=C2)OC2=CC=CC=C2)F